N-(5-cyano-4-((4-(methylthio)tetrahydro-2H-pyran-3-yl)amino)pyridin-2-yl)-7-formyl-6-((4-methyl-2-oxopiperazin-1-yl)methyl)-3,4-dihydro-1,8-naphthyridine-1(2H)-carboxamide C(#N)C=1C(=CC(=NC1)NC(=O)N1CCCC2=CC(=C(N=C12)C=O)CN1C(CN(CC1)C)=O)NC1COCCC1SC